O1CCN(CC1)C=1N=CC=2N(C1)N=CC2C(=O)OCC ethyl 6-morpholinopyrazolo[1,5-a]pyrazine-3-carboxylate